C1(=CC=CC2=[NH+]C3=CC=CC=C3C=C12)S(=O)(=O)[O-].CN1N=C2C(=CC=C(C2=C1)N1CCNCC1)C(=O)NC1CCC=2N(C1)C(=NN2)C 2-methyl-N-{3-methyl-5H,6H,7H,8H-[1,2,4]triazolo[4,3-a]pyridin-6-yl}-4-(piperazin-1-yl)indazole-7-carboxamide acridiniumsulfonate